4-(1,5-dimethylpyrrolo[2,3-b]pyridin-4-yl)-7-[(5-piperazin-1-yl-2-pyridyl)amino]isoindolin-1-one CN1C=CC=2C1=NC=C(C2C2=C1CNC(C1=C(C=C2)NC2=NC=C(C=C2)N2CCNCC2)=O)C